6-(3-amino-5-fluoro-6-(4-((1S,5R)-3-methyl-3-azabicyclo[3.1.0]hexane-1-yl)phenyl)pyrazin-2-yl)-4-methylisoquinolin-1(2H)-one NC=1C(=NC(=C(N1)F)C1=CC=C(C=C1)[C@]12CN(C[C@@H]2C1)C)C=1C=C2C(=CNC(C2=CC1)=O)C